Cl.C(C)(=O)N1CCC2(C[C@H](C(N2)=O)C[C@@H](C(=O)OC)N)CC1 methyl (S)-3-((R)-8-acetyl-2-oxo-1,8-diazaspiro[4.5]decan-3-yl)-2-aminopropanoate hydrochloride